N-((1,2,3,5,6,7-hexahydro-s-indacen-4-yl)carbamoyl)-1,3-dihydroxy-1,3-dihydrobenzo[c][1,2]oxaborole-5-sulfonamide C1CCC2=C(C=3CCCC3C=C12)NC(=O)NS(=O)(=O)C1=CC2=C(B(OC2O)O)C=C1